(9-ethyl-1-acetyl-3-acetyl-fluorene) iridium [Ir].C(C)C1C2=CC=CC=C2C=2C=C(C=C(C12)C(C)=O)C(C)=O